Pyrimido[4,5-d][1,3]Diazine-2,4-Dione N1C(NC(C=2C1=NC=NC2)=O)=O